N-(6-amino-5-ethylpyridin-3-yl)-2-[(2R,5S)-2-[4-(4-{[Ethyl(methyl)amino]Methyl}Piperidin-1-yl)phenyl]-5-methylpiperidin-1-Yl]-2-oxoacetamide NC1=C(C=C(C=N1)NC(C(=O)N1[C@H](CC[C@@H](C1)C)C1=CC=C(C=C1)N1CCC(CC1)CN(C)CC)=O)CC